4-(5-(1'-isopropyl-[1,4'-bipiperidin]-4-yl)-3-methyl-1H-indol-2-yl)pyrrolo[2,1-f][1,2,4]triazine C(C)(C)N1CCC(CC1)N1CCC(CC1)C=1C=C2C(=C(NC2=CC1)C1=NC=NN2C1=CC=C2)C